NCC#CC1=C(C(=O)OC)C=CC(=C1)NC(CCCNC(=O)C1CCNCC1)=O methyl 2-(3-aminoprop-1-yn-1-yl)-4-(4-(piperidine-4-carboxamido)butanamido)benzoate